[(1R,4S,7S)-2,6-diazabicyclo[5.2.0]nonan-4-yl]methanethiol [C@@H]12NCC(CN[C@H]2CC1)CS